ethyl 1-methyl-5-propyl-1H-pyrazole-3-carboxylate CN1N=C(C=C1CCC)C(=O)OCC